C1(CC1)N1CCC(CC1)N(C=1SC2=C(N=NC(=C2)C2=C(C=C(C=C2)C=2C=NNC2)O)N1)C 2-{6-[(1-Cyclopropylpiperidin-4-yl)(methyl)amino][1,3]thiazolo[4,5-c]pyridazin-3-yl}-5-(1H-pyrazol-4-yl)phenol